8-methoxy-3-(3-methoxyphenyl)-1-[3-(4-methylpiperazin-1-yl)phenyl]-1H-pyrazolo[4,3-c]quinoline COC1=CC=2C3=C(C=NC2C=C1)C(=NN3C3=CC(=CC=C3)N3CCN(CC3)C)C3=CC(=CC=C3)OC